(R)-6-chloro-3-((1-(2-(4-(1-ethyl-4-fluoro-1H-pyrazol-3-yl)piperidin-1-yl)-3,6-dimethyl-4-oxo-3,4-dihydroquinazolin-8-yl)ethyl)amino)-N-(methylsulfonyl)picolinamide ClC1=CC=C(C(=N1)C(=O)NS(=O)(=O)C)N[C@H](C)C=1C=C(C=C2C(N(C(=NC12)N1CCC(CC1)C1=NN(C=C1F)CC)C)=O)C